C(C=C)SC[C@H](N)C(=O)O S-Allyl-Cysteine